ethyl 2-{3-[6-(5-{[(4-cyclobutylpyrimidin-2-yl)oxy]methyl}-1-methyl-1H-1,2,3-triazol-4-yl)-2-methylpyridin-3-yl]cyclohexyl}acetate C1(CCC1)C1=NC(=NC=C1)OCC1=C(N=NN1C)C1=CC=C(C(=N1)C)C1CC(CCC1)CC(=O)OCC